4-(4-(Benzyloxy)benzamido)picolinic acid C(C1=CC=CC=C1)OC1=CC=C(C(=O)NC2=CC(=NC=C2)C(=O)O)C=C1